6-(3-amino-6-(3-(azetidin-1-ylmethyl)-2-fluoro-4-morpholinophenyl)-5-fluoropyrazin-2-yl)-7-fluoro-3,4-dihydroisoquinolin-1(2H)-one NC=1C(=NC(=C(N1)F)C1=C(C(=C(C=C1)N1CCOCC1)CN1CCC1)F)C=1C=C2CCNC(C2=CC1F)=O